tert-butyl (2R)-4-fluoro-6-hydroxy-2-{[methyl(2-methylpropyl)amino]methyl}-5-(1,1,4-trioxo-1λ6,2,5-thiadiazolidin-2-yl)-2,3-dihydro-1H-indole-1-carboxylate FC1=C2C[C@@H](N(C2=CC(=C1N1S(NC(C1)=O)(=O)=O)O)C(=O)OC(C)(C)C)CN(CC(C)C)C